FC(OC1=C(C=C(CC2=NC=CC(=C2)N2N=CC=3C(NCCC32)=O)C=C1)F)F 1-(2-(4-(difluoromethoxy)-3-fluorobenzyl)pyridin-4-yl)-1,5,6,7-tetrahydro-4H-pyrazolo[4,3-c]pyridin-4-one